(2-(hydroxyimino)ethyl)(p-tolyl)phosphinic acid ON=CCP(O)(=O)C1=CC=C(C=C1)C